ClC1=C(C2=CC(=C(N)C=C2)C=NS(=O)C(C)(C)C)C(=CC(=C1)N)Cl N-((2',6'-dichlorobenzidin-3-yl)methylene)-2-methylpropane-2-sulfinamide